C1(=CC=CC=C1)CCN(C([O-])=O)CCCNC=1C=NNC1 N-(2-phenylethyl)-N-[3-(1H-pyrazol-4-ylamino)propyl]carbamate